n-heptaneselon CC(CCCCC)=[Se]